ClC=1C=C(C=C(C1)Cl)[N-]C(CCCCCCC)=O N-(3,5-dichlorophenyl)-octanoyl-amide